N-[(1S)-6-Fluoro-2,3-dihydro-1H-inden-1-yl]-6-{1H-pyrrolo[2,3-b]pyridin-4-yl}pyridine-3-carboxamide FC1=CC=C2CC[C@@H](C2=C1)NC(=O)C=1C=NC(=CC1)C1=C2C(=NC=C1)NC=C2